CN1C(NC2=CC(=CC=C2C1=O)C=1C=C(C(=O)NC=2C(=NC=CC2)C(=O)NC)C=CC1)=O (3-(3-methyl-2,4-dioxo-1,2,3,4-tetrahydroquinazolin-7-yl)benzamido)N-methylpicolinamide